2-{[2-(3,4-dimethoxyphenyl)-3-(propan-2-yl)-1H-indole-5-carbonyl]-octahydropyrrolo[3,4-c]pyrrol-2-yl}-N,N-dimethylacetamide COC=1C=C(C=CC1OC)C=1NC2=CC=C(C=C2C1C(C)C)C(=O)C1N(CC2C1CNC2)CC(=O)N(C)C